C(C)(=O)N1CCC(CC1)COC1=CC(=C2C(NC(=NC2=C1)CSC1CCC(CC1)(C)O)=O)F 7-((1-Acetylpiperidin-4-yl)methoxy)-5-fluoro-2-((((trans)-4-hydroxy-4-methylcyclohexyl)thio)methyl)quinazolin-4(3H)-one